Tert-Butyl (1S,2S,5R)-2-((S)-but-3-en-2-yl)-3,8-diazabicyclo[3.2.1]octane-8-carboxylate C[C@@H](C=C)[C@H]1[C@@H]2CC[C@H](CN1)N2C(=O)OC(C)(C)C